NC=1N=NC(=CC1N1CCN(CC1)C(=O)C1=CC=CC=C1)C1=C(C=CC=C1)O (4-(3-amino-6-(2-hydroxyphenyl)pyridazin-4-yl)piperazin-1-yl)(phenyl)methanone